3-CHLORO-4-FLUOROBENZYLISOCYANIDE ClC=1C=C(C[N+]#[C-])C=CC1F